(4-methoxybenzyl)-1H-pyrazol-5-amine COC1=CC=C(CN2N=CC=C2N)C=C1